2-(4-(((5-fluoro-6-(2-(4-(trifluoromethyl)phenyl)azetidin-1-yl)pyrimidin-4-yl)amino)methyl)piperidin-1-yl)acetamide FC=1C(=NC=NC1N1C(CC1)C1=CC=C(C=C1)C(F)(F)F)NCC1CCN(CC1)CC(=O)N